3-[4-[2-(4-oxocyclohexyl)ethyl]phenyl]piperidine-2,6-dione O=C1CCC(CC1)CCC1=CC=C(C=C1)C1C(NC(CC1)=O)=O